C(CN)N 1,2-Ethylenediamine